N-(4,5-dihydrothiazol-2-yl)benzamide S1C(=NCC1)NC(C1=CC=CC=C1)=O